tert-Butyl (R)-3-(1-(6-(4-(methoxycarbonyl)phenyl)pyridin-3-yl)-2-oxo-1,2-dihydro-3H-imidazo[4,5-b]pyridin-3-yl)pyrrolidine-1-carboxylate COC(=O)C1=CC=C(C=C1)C1=CC=C(C=N1)N1C(N(C2=NC=CC=C21)[C@H]2CN(CC2)C(=O)OC(C)(C)C)=O